NC1=C(C=C(C(=O)N[C@H](C(=O)NC(C(=O)NN(CC(=O)OC(C)(C)C)C(CF)=O)C2=CC=CC=C2)C(C)(C)C)C=C1)Cl tert-Butyl N-(2-((S)-2-(4-amino-3-chlorobenzamido)-3,3-dimethylbutanamido)-2-phenylacetamido)-N-(2-fluoroacetyl)glycinate